di-tert-butyl-1,4-dihydropyridine C(C)(C)(C)C1(C=CNC=C1)C(C)(C)C